2-Acetamido-2-deoxy-D-allopyranose C(C)(=O)N[C@H]1C(O)O[C@@H]([C@H]([C@H]1O)O)CO